N1-((S)-4,4-dimethyl-1-oxo-1-(((S)-3-oxo-1-((S)-2-oxopyrrolidin-3-yl)-4-(trifluoromethoxy)butan-2-yl)amino)pentan-2-yl)-N2-(3-fluorobicyclo[1.1.1]-pentan-1-yl)oxalamide CC(C[C@@H](C(N[C@@H](C[C@H]1C(NCC1)=O)C(COC(F)(F)F)=O)=O)NC(C(=O)NC12CC(C1)(C2)F)=O)(C)C